ClC1=CC2=C(N=CNC2=O)N1C1=CC=C(C=C1)[C@H]1CO[C@@H](CN1C(=O)OC(C)(C)C)CC tert-butyl (2R,5S)-5-(4-(6-chloro-4-oxo-3,4-dihydro-7H-pyrrolo[2,3-d]pyrimidin-7-yl)phenyl)-2-ethylmorpholine-4-carboxylate